C(C)(C)(C)OC(NC1(COCC1(C)O)C1=C(C=C(C=C1)C(F)(F)F)F)=O [3-(2-fluoro-4-trifluoromethyl-phenyl)-4-hydroxy-4-methyl-tetrahydro-furan-3-yl]-carbamic acid tert-butyl ester